2,2,4-trimethylpentane-1,3-diol CC(CO)(C(C(C)C)O)C